spiro-[cyclopropane-1,4'-isoquinoline]-2'(3'h)-carboxylic acid tert-butyl ester C(C)(C)(C)OC(=O)N1CC2=CC=CC=C2C2(C1)CC2